N1=NN=C2C1=CC=C(C2)S(=O)(=O)Cl benzo[d][1,2,3]triazole-5-sulfonyl chloride